C(C)OC1=NN(C=C1N1C=C(C=CC1=O)C(=O)OC)C Methyl 1-(3-ethoxy-1-methyl-pyrazol-4-yl)-6-oxo-pyridine-3-carboxylate